C(CCCCCCC\C=C/CCCC)(=O)OCCCCCCCCCCCCCC(C)C 14-methylpentadecyl myristoleate